ON[C@@H](CC(N)=O)C(=O)O hydroxyasparagine